O.[Na+].P([O-])(=O)(OP(=O)([O-])[O-])OC[C@@H]1[C@H]([C@H]([C@@H](O1)N1C=NC=2C(N)=NC=NC12)O)O.[Na+].[Na+] adenosine-5'-diphosphate sodium salt hydrate